C(#N)C=1C=CC=C2NC[C@@H](NC12)[C@@H](C=1C=NC=CC1)NC[C@@H](C)C=1C=C(C=CC1)CC(=O)O |o1:21| 2-(3-((S or R)-1-(((R)-((R)-8-cyano-1,2,3,4-tetrahydroquinoxalin-2-yl)(pyridin-3-yl)methyl)amino)propan-2-yl)phenyl)acetic acid